tert-butyl N-tert-butoxycarbonyl-N-[2-[2-[2-[2-[2-[2-(2-hydroxyethoxy)ethoxy]ethoxy]ethoxy]ethoxy]ethoxy]ethyl]carbamate C(C)(C)(C)OC(=O)N(C(OC(C)(C)C)=O)CCOCCOCCOCCOCCOCCOCCO